CC1([C@H](C(=O)C2=C1NC3=CC=CC=C32)O)C The molecule is an indole alkaloid that is 1,2,3,4-tetrahydrocyclopenta[b]indole substituted by a hydroxy group at position 2, geminal-methyl groups at position 3 and an oxo group at position 1. It has been isolated from the ethanol extract of the stems of Brucea mollis. It has a role as a metabolite and a plant metabolite. It is a cyclic ketone, an indole alkaloid, an organic heterotricyclic compound, a secondary alcohol and a secondary alpha-hydroxy ketone.